[(3S)-5-Oxopyrrolidin-3-yl]4-[3-[2-(oxetan-3-yloxy)-3-pyridyl]pyrazolo[1,5-a]pyrimidin-5-yl]piperazine-1-carboxylate O=C1C[C@@H](CN1)OC(=O)N1CCN(CC1)C1=NC=2N(C=C1)N=CC2C=2C(=NC=CC2)OC2COC2